CCCCCCCCCC(CC\C=C/CCCCCC)=O Z-13-icosene-10-on